SC1=C(C=CC=C1)S 1,2-dimercapto-benzene